(S)-6-(5-methyl-1,4,5,6-tetrahydropyridin-2-yl)-2-(1-methylpiperidin-4-yl)benzo[d]thiazole C[C@H]1CC=C(NC1)C1=CC2=C(N=C(S2)C2CCN(CC2)C)C=C1